1-(2-hydroxy-4,6-dimethoxyphenyl)-3-(isoquinolin-6-yl)prop-2-en-1-one OC1=C(C(=CC(=C1)OC)OC)C(C=CC=1C=C2C=CN=CC2=CC1)=O